2-(4-fluorophenethyl)-5-(2-hydroxyethyl)-6-methoxy-4-(methoxymethoxy)isoindoline FC1=CC=C(CCN2CC3=CC(=C(C(=C3C2)OCOC)CCO)OC)C=C1